CC1=CC=C(C=C1)S(=O)(=O)CC(=O)C1=CC=C(C#N)C=C1 4-(2-p-toluenesulfonylacetyl)benzonitrile